C(CCC)C=1C=C2C=CC=C(C2=CC1CCCC)O 6,7-dibutyl-1-naphthol